tert-butyl (4S)-4-[3-(6-bromo-2-pyridyl)-3-(tert-butylsulfinylamino)propyl]-2,2-dimethyl-pyrrolidine-1-carboxylate BrC1=CC=CC(=N1)C(CC[C@H]1CC(N(C1)C(=O)OC(C)(C)C)(C)C)NS(=O)C(C)(C)C